5-bromopentyl 2-butyloctanoate C(CCC)C(C(=O)OCCCCCBr)CCCCCC